ONC(=O)C=1CCNCC1 N-hydroxyl-1,2,3,6-tetrahydropyridine-4-formamide